di(tert-butyl)chlorosilane C(C)(C)(C)[SiH](Cl)C(C)(C)C